4-[[2-(2,6-Dioxopiperidin-3-yl)-1,3-dioxo-2,3-dihydro-1H-isoindol-4-yl]oxy]butanoic acid O=C1NC(CCC1N1C(C2=CC=CC(=C2C1=O)OCCCC(=O)O)=O)=O